1-(2-phenyloxazol-5-yl)-4-prop-2-enoyl-piperazin-2-one C1(=CC=CC=C1)C=1OC(=CN1)N1C(CN(CC1)C(C=C)=O)=O